iodophenylammonium I[NH2+]C1=CC=CC=C1